hydroquinone diisopropoxide CC([O-])C.CC([O-])C.C1(O)=CC=C(O)C=C1